C(C)OC(=O)C1CN(CC1=O)C(=O)OCC1=CC=CC=C1 N-Cbz-4-oxo-3-pyrrolidinecarboxylic acid ethyl ester